C(C=C)(=O)NC1=CC(=C(C=C1)C1=NN2N=CN=C(C2=C1C1=CC(=C(C(=O)NC2CC2)C=C1)OC)N)Cl 4-(6-(4-acrylamido-2-chlorophenyl)-4-aminopyrazolo[5,1-f][1,2,4]triazin-5-yl)-N-cyclopropyl-2-methoxybenzamide